4-bromo-3-methylanisole BrC1=C(C=C(C=C1)OC)C